O=C1NC(CCC1N1C(C2=CC=CC(=C2C1=O)NCCCC(=O)N)=O)=O 4-((2-(2,6-dioxopiperidin-3-yl)-1,3-dioxoisoindolin-4-yl)amino)butanamide